[4-(3-amino-1H-pyrazol-5-yl)phenyl](azetidin-1-yl)methanone methyl-3-(3-bromophenyl)-2,2-dimethylpropanoate COC(C(CC1=CC(=CC=C1)Br)(C)C)=O.NC1=NNC(=C1)C1=CC=C(C=C1)C(=O)N1CCC1